C(=C)C=1C=NN(C1)C 4-vinyl-1-methyl-1H-pyrazole